3α,7α-Dihydroxyl-4,4-difluoro-6α-ethyl-5β-cholanic Acid O[C@H]1C([C@H]2[C@H]([C@H]([C@H]3[C@@H]4CC[C@H]([C@@H](CCC(=O)O)C)[C@]4(CC[C@@H]3[C@]2(CC1)C)C)O)CC)(F)F